2,2-difluoro-1-(thiophen-2-yl)ethan-1-d-1-ol FC(C(O)([2H])C=1SC=CC1)F